tert-butyl (2S)-2-[2-[[2-(2,6-dioxo-3-piperidyl)-1,3-dioxo-isoindolin-4-yl]amino]ethyl]morpholine-4-carboxylate O=C1NC(CCC1N1C(C2=CC=CC(=C2C1=O)NCC[C@H]1CN(CCO1)C(=O)OC(C)(C)C)=O)=O